2-[1-(3-bromo-5-fluorophenyl)pyrazol-4-yl]acetonitrile BrC=1C=C(C=C(C1)F)N1N=CC(=C1)CC#N